BrC=1C(=C(C(=O)N(C)C)C=C(C1)C)C=O 3-Bromo-2-formyl-N,N,5-trimethyl-benzamide